ClC1=CN=C2N1C=C(N=C2CC2=C(C=C(C=C2)C(C)=O)F)C2=NC=C(C(=N2)O)F 1-(4-{[3-chloro-6-(5-fluoro-4-hydroxypyrimidin-2-yl)imidazo[1,2-a]pyrazin-8-yl]methyl}-3-fluorophenyl)ethanone